3-Ethyl-4-phenylpyrrolidine hydrochloride Cl.C(C)C1CNCC1C1=CC=CC=C1